2-((2-(3-((tert-butoxycarbonyl)((3-(1,1-dihydroxy-3-oxoisoindolin-2-yl)-6-methoxypyridin-2-yl)methyl)amino)propyl)-4-fluorophenyl)amino)-5-fluoro-4-(trifluoromethyl)-benzoic acid C(C)(C)(C)OC(=O)N(CCCC1=C(C=CC(=C1)F)NC1=C(C(=O)O)C=C(C(=C1)C(F)(F)F)F)CC1=NC(=CC=C1N1C(C2=CC=CC=C2C1=O)(O)O)OC